C1(CC1)C([C@@H](C(=O)NC=1C=C2CC(CC2=CC1)(N1C(NC(C1)C(F)(F)F)=O)C(C)(C)O)NC(OCC1=CC=CC=C1)=O)C1CC1 benzyl ((2S)-1,1-dicyclopropyl-3-((2-(2-hydroxypropan-2-yl)-2-(2-oxo-4-(trifluoromethyl)imidazolidin-1-yl)-2,3-dihydro-1H-inden-5-yl)amino)-3-oxopropan-2-yl)carbamate